5-(((1-(4-((9-cyclopentyl-8-(phenylamino)-9H-purin-2-yl)amino)phenyl)piperidin-4-yl)(methyl)amino)methyl)-2-(2,6-dioxopiperidin-3-yl)-4-fluoroisoindoline-1,3-dione C1(CCCC1)N1C2=NC(=NC=C2N=C1NC1=CC=CC=C1)NC1=CC=C(C=C1)N1CCC(CC1)N(C)CC=1C(=C2C(N(C(C2=CC1)=O)C1C(NC(CC1)=O)=O)=O)F